ClC1=CC(=C(C=C1)CN(S(=O)(=O)C1=CC=C(C=C1)C)CC(OC)OC)C N-[(4-chloro-2-methyl-phenyl)methyl]-N-(2,2-dimethoxyethyl)-4-methyl-benzenesulfonamide